N-(3-chloro-4-fluorophenyl)-6,12-dioxo-1,3,4,8,9,10,11,12-octahydro-2H,6H-pyrazino[1',2':3,4]imidazo[1,5-a][1,4]diazepine-2-carboxamide ClC=1C=C(C=CC1F)NC(=O)N1CC=2N(C(N3C2C(NCCC3)=O)=O)CC1